(2R,4R)-N-(4-(tert-butyl)phenyl)-N-(2-(cyclohexylamino)-2-oxo-1-(1H-1,2,3-triazol-4-yl)ethyl)-4-hydroxypyrrolidine-2-carboxamide C(C)(C)(C)C1=CC=C(C=C1)N(C(=O)[C@@H]1NC[C@@H](C1)O)C(C(=O)NC1CCCCC1)C=1N=NNC1